(2-methallyl)ethylene glycol C(C(C)=C)C(CO)O